1-(oxazol-5-ylmethyl)-7-(trifluoromethyl)quinazoline-2,4(1H,3H)-dione O1C=NC=C1CN1C(NC(C2=CC=C(C=C12)C(F)(F)F)=O)=O